(3R)-4-[4-(diethylphosphoryl)-5-iodo-7-[1-(tetrahydropyran-2-yl)-1H-pyrazol-5-yl]imidazo[1,5-b]pyridazin-2-yl]-3-methylmorpholine C(C)P(=O)(CC)C=1C=2N(N=C(C1)N1[C@@H](COCC1)C)C(=NC2I)C2=CC=NN2C2OCCCC2